CC1=CC=C(C=N1)C=1SC2=C(N1)C=CC(=C2)C(=O)N[C@H]2CCCC1=CC=CC=C21 (S)-2-(6-methyl-pyridin-3-yl)-N-(1,2,3,4-tetrahydro-naphthalen-1-yl)-benzo[d]thiazole-6-carboxamide